3,4-dihydro-1H-isochromen-5-amine C1OCCC=2C(=CC=CC12)N